1-(5-[(5-chlorothiophen-2-yl)methyl]amino-3-[1-(morpholine-4-carbonyl)azetidin-3-yl]-1H-pyrazol-1-yl)-2,2-dimethylpropan-1-one ClC1=CC=C(S1)CNC1=CC(=NN1C(C(C)(C)C)=O)C1CN(C1)C(=O)N1CCOCC1